9-(dimethylphenyl-boryl)anthracene CC=1C(=C(C=CC1)BC=1C2=CC=CC=C2C=C2C=CC=CC12)C